5-amino-2,3-dimethylbenzoic acid NC=1C=C(C(=C(C(=O)O)C1)C)C